3-(3-chloro-5-(trifluoromethyl)pyridine-2-yloxy)-4-chloroaniline ClC=1C(=NC=C(C1)C(F)(F)F)OC=1C=C(N)C=CC1Cl